5-(2-fluorophenyl)-4-oxo-1H-pyrrolo[2,3-d]pyridazine-7-carboxamide FC1=C(C=CC=C1)N1N=C(C2=C(C1=O)C=CN2)C(=O)N